methyl (1r,2S,5S)-3-((S)-3,3-dimethyl-2-((5-methylthiazol-2-yl) amino) butanoyl)-6,6-dimethyl-3-azabicyclo[3.1.0]hexane-2-carboxylate CC([C@@H](C(=O)N1[C@@H]([C@H]2C([C@H]2C1)(C)C)C(=O)OC)NC=1SC(=CN1)C)(C)C